C(C)(C)OC(C(CCC)N)=O 2-amino-pentanoic acid isopropyl ester